O[C@H]1CC2CC[C@H]3[C@@H]4CC[C@H]([C@@H](CCC)C)[C@]4([C@H](C[C@@H]3[C@]2(CC1)C)O)C 3a,12α-dihydroxycholan